trioxatridecane-1,13-diamine O(OOCCCCCCCCCCN)N